FC(C=1C=C(C=C(C1)C(F)(F)F)C1=NN(C=N1)/C=C(/C(=O)O)\C1=COC=C1)(F)F (E)-3-(3-(3,5-Bis(trifluoromethyl)phenyl)-1H-1,2,4-triazol-1-yl)-2-(furan-3-yl)acrylic acid